8-chloro-N-methyl-N-(3-((5-(morpholinomethyl)pyrazin-2-yl)oxy)phenyl)-[1,2,4]triazolo[4,3-a]quinazolin-5-amine ClC1=CC=C2C(=NC=3N(C2=C1)C=NN3)N(C3=CC(=CC=C3)OC3=NC=C(N=C3)CN3CCOCC3)C